2-(5-methoxyindol-3-yl)ethane-1,2-d COC=1C=C2C(=CNC2=CC1)C(C[2H])[2H]